(S)-3-(6-bromobenzo[b]thiophen-2-yl)-2-((R)-1-(tert-butoxycarbonyl)pyrrolidin-3-yl)propanoic acid BrC=1C=CC2=C(SC(=C2)C[C@H](C(=O)O)[C@@H]2CN(CC2)C(=O)OC(C)(C)C)C1